tert-butyl (cyclopropylmethyl)((3R)-1-(1-(1-(1-(5-(dimethylamino)pyridin-3-yl)-1H-pyrazol-4-yl)ethyl)-2-oxo-1,2-dihydropyridin-4-yl)piperidin-3-yl)carbamate C1(CC1)CN(C(OC(C)(C)C)=O)[C@H]1CN(CCC1)C1=CC(N(C=C1)C(C)C=1C=NN(C1)C=1C=NC=C(C1)N(C)C)=O